C(C)(C)(C)OC(=O)N1[C@H](C[C@H](C1)CC1=CC=NC=C1)C(=O)O (2R,4R)-1-(tert-butoxycarbonyl)-4-(pyridin-4-ylmethyl)pyrrolidine-2-carboxylic acid